4-(6-bromo-1H-indol-3-yl)-3,6-dihydro-2H-pyridine-1-carboxylate BrC1=CC=C2C(=CNC2=C1)C=1CCN(CC1)C(=O)[O-]